BrC=1C=CC(=C(\C=C/2\C(N(C(C2)=O)CCCCCCC(=O)NO)=O)C1)OC (E)-7-(3-(5-bromo-2-methoxybenzylidene)-2,5-dioxopyrrolidinyl)-N-hydroxyheptanamide